(S)-2-(3-((1-(dibenzo[b,d]furan-2-yl)ethyl)amino)-2-oxopyrazin-1(2H)-yl)acetic acid C1=C(C=CC=2OC3=C(C21)C=CC=C3)[C@H](C)NC=3C(N(C=CN3)CC(=O)O)=O